N'-(2,5-Dimethyl-4-{3-[(1,1,2,2-tetrafluoroethyl)-sulfanyl]phenoxy}phenyl)-N-ethyl-N-methylimidoformamid CC1=C(C=C(C(=C1)OC1=CC(=CC=C1)SC(C(F)F)(F)F)C)N=CN(C)CC